3-(4-((2-(2-chloro-4-fluorophenoxy)benzyl)oxy)phenyl)propanoic acid ClC1=C(OC2=C(COC3=CC=C(C=C3)CCC(=O)O)C=CC=C2)C=CC(=C1)F